CC1=C(C=C(C=C1)N1CCNCC1)NC(C(C)N1C=C(C=2C1=CN=CC2)C)=O N-(2-methyl-5-piperazin-1-yl-phenyl)-2-(3-methylpyrrolo[2,3-c]pyridin-1-yl)propanamide